2-(2,6-dioxopiperidin-3-yl)-5-(methyl(2-(methylamino)cycloheptyl)amino)isoindoline-1,3-dione O=C1NC(CCC1N1C(C2=CC=C(C=C2C1=O)N(C1C(CCCCC1)NC)C)=O)=O